CC1=CC(=NC(=C1)N1C[C@H](OCC1)C)NC(C1=C(C=C(C=C1)S(NC1(COC1)C)(=O)=O)N1CCC2(CC2)CC1)=O (R)-N-(4-Methyl-6-(2-methylmorpholino)pyridin-2-yl)-4-(N-(3-methyloxetan-3-yl)sulfamoyl)-2-(6-azaspiro[2.5]octan-6-yl)benzamide